7-[(2S)-1-methoxypropane-2-yl]-2-[[3-(oxetan-3-yloxy)-1-(methyl-d3)pyrazol-4-yl]amino]pyrrolo[2,3-d]pyrimidine-6-carbonitrile COC[C@H](C)N1C(=CC2=C1N=C(N=C2)NC=2C(=NN(C2)C([2H])([2H])[2H])OC2COC2)C#N